O=C(CCCCCCC(=O)O)OOCCCCCCC(C(F)(F)F)(F)F 8-oxo-8-((7,7,8,8,8-pentafluorooctyloxy)oxy)octanoic acid